C(C)(C)(C)OC(=O)N1CCC(CC1)(F)CN1CCC(CC1)C1=CC=CC=2N(C(N(C21)C)=O)C2C(NC(CC2)=O)=O 4-((4-(1-(2,6-dioxopiperidin-3-yl)-3-methyl-2-oxo-2,3-dihydro-1H-benzo[d]Imidazol-4-yl)piperidin-1-yl)methyl)-4-fluoropiperidine-1-carboxylic acid tert-butyl ester